[S-2].C(C)(C)(C)[Ag] tertbutyl-silver sulfide